2-amino-6-borono-2-((propylamino)methyl)hexanoic acid NC(C(=O)O)(CCCCB(O)O)CNCCC